N1=CC(=CC=C1)C=1N=CC=NC1 5-(pyridin-3-yl)pyrazine